Cl.N[C@@H]1CN(CCC1)C1=CC(=NC=C1C=1C=NN(C1)C1CCOCC1)NC1=NC(=C(C=C1)[N+](=O)[O-])C1=C(C=CC=C1OC)F 4-((S)-3-aminopiperidin-1-yl)-N-(6-(2-fluoro-6-methoxyphenyl)-5-nitropyridin-2-yl)-5-(1-(tetrahydro-2H-pyran-4-yl)-1H-pyrazol-4-yl)pyridin-2-amine hydrochloride